C(C)OC(=O)C1CCN(CC1)S(=O)(=O)N1CC2(CC2)C[C@H]1C1=NC(=NO1)CCCC1=CC=CC=C1.CN1C=2C(=NC=NC2NC(C1)=O)C=1C=C(C(=O)N)C=CC1 3-(5-methyl-7-oxo-5,6,7,8-tetrahydropteridin-4-yl)benzamide ethyl-(S)-1-((6-(3-(3-phenylpropyl)-1,2,4-oxadiazole-5-yl)-5-azaspiro[2.4]heptan-5-yl)sulfonyl)piperidin-4-carboxylate